NC=1C=CC(=C(C1)S(=O)(=O)N(C)C)Cl 5-amino-2-chloro-N,N-dimethylbenzenesulfonamide